methyl 2-fluoro-5-((6-fluoro-4-((4-(2-methylpent-4-en-2-yl)-1H-pyrazol-1-yl)methyl)-1-(phenylsulfonyl)-1H-indol-5-yl)oxy)benzimidothioate hydroiodide I.FC1=C(C(=N)SC)C=C(C=C1)OC=1C(=C2C=CN(C2=CC1F)S(=O)(=O)C1=CC=CC=C1)CN1N=CC(=C1)C(C)(CC=C)C